2-[4-(azetidine-1-carbonyl)-2-fluoro-5-methoxy-phenyl]-4-[(5-piperazin-1-yl-2-pyridyl)amino]-6H-1,6-naphthyridin-5-one N1(CCC1)C(=O)C1=CC(=C(C=C1OC)C1=NC=2C=CNC(C2C(=C1)NC1=NC=C(C=C1)N1CCNCC1)=O)F